BrC=1C=C(C=CC1)C1(CCC1)C(CN)N 1-[1-(3-bromophenyl)cyclobutyl]-1,2-ethanediamine